3-(cyclopropylsulfonyl)benzoic acid C1(CC1)S(=O)(=O)C=1C=C(C(=O)O)C=CC1